3-fluoro-5-nitro-5,6-dihydro-2H-[2,3-bipyridine]-1-carboxylic acid tert-butyl ester C(C)(C)(C)OC(=O)N1C(C(=CC(C1)[N+](=O)[O-])F)C=1C=NC=CC1